trans-methyl 1-amino-2-ethylcyclopentane-1-carboxylate N[C@]1([C@@H](CCC1)CC)C(=O)OC